N1CC(C1)CC(F)(F)C=1C=C(C=CC1)[C@@H](C)NC=1C2=C(N=CN1)N(C(C(=C2)N2CCS(CC2)(=O)=O)=O)CCCOCCCC=O (R)-4-(3-(4-((1-(3-(2-(azetidin-3-yl)-1,1-difluoroethyl)phenyl)ethyl)amino)-6-(1,1-dioxidothiomorpholino)-7-oxopyrido[2,3-d]pyrimidin-8(7H)-yl)propoxy)butanal